C(C)(C)(C)OC(N(C1=C(C=C(C=C1F)N)F)C(=O)OC(C)(C)C)=O (tert-Butoxycarbonyl)(4-amino-2,6-difluorophenyl)carbamic acid tert-butyl ester